COCCNCC(=O)OCCNCC(=O)OCCOCCOCCOCCNC(=O)OC(CCCCCCCCCCCCCCCC)C(COCCCCCCCC\C=C/CCCCCCCC)OCCCCCCCC\C=C/CCCCCCCC 2-[[2-[2-[2-[2-[2-[1-[1,2-bis[(Z)-octadec-9-enoxy]ethyl]heptadecoxycarbonylamino]ethoxy]ethoxy]ethoxy]ethoxy]-2-oxo-ethyl]amino]ethyl 2-(2-methoxyethylamino)acetate